C1(CCCCC1)P(C1=C(C=CC=C1)C1=C(C=CC=C1OC)OC)C1CCCCC1 dicyclohexyl-[2-(2,6-dimethoxy-phenyl)phenyl]phosphane